F[C@H]1CN(CC[C@H]1NC1=NC=CC=2N1N=C(C2SC(F)(F)F)I)C (3S,4R)-3-fluoro-N-{2-iodo-3-[(trifluoromethyl)sulfanyl]pyrazolo[1,5-c]pyrimidin-7-yl}-1-methylpiperidin-4-amine